FC1=CC=C(C=C1)C=1C=C2CCC(OC2=CC1)C(=O)OC methyl 6-(4-fluorophenyl)chromane-2-carboxylate